FC([C@@H]1OCCN(C1)C=1C=C2C(=CC=NC2=CC1)C(=O)O)(F)F (R)-6-(2-(trifluoromethyl)morpholino)quinoline-4-carboxylic acid